C(#N)C1=CC=C(C(=O)N[C@@H](CC2CC2)CC2=CC(=CC=C2)OC)C=C1 4-cyano-N-[(2S)-1-cyclopropyl-3-(3-methoxyphenyl)propan-2-yl]benzamide